4-(4-amino-5-(4-(2-oxo-1-phenyl-2,4,6,7-tetrahydro-1H-pyrazolo[5,1-c][1,4]oxazin-3-carboxamido)phenyl)-7H-pyrrolo[2,3-d]pyrimidin-7-yl)piperidine-1-carboxylic acid tert-butyl ester C(C)(C)(C)OC(=O)N1CCC(CC1)N1C=C(C2=C1N=CN=C2N)C2=CC=C(C=C2)NC(=O)C=2C(N(N1C2COCC1)C1=CC=CC=C1)=O